BrC=1C=C2C(=NC1)N(C=C2)S(=O)(=O)C2=CC=CC=C2 5-bromo-1-(phenylsulfonyl)-1H-pyrrolo[2,3-b]pyridine